CN(C)CC1=C2C=CNC2=C(C=C1)SCCC(=O)OCC(CCCC)CC 2-ethylhexyl 3-[[4-[(dimethylamino)methyl]-1H-indol-7-yl]sulfanyl]propanoate